ClC1=CC=C(C=N1)C[N+]1=C2N(C(C(=C1O)C1=CC=CC=C1)=O)C=CC=C2 1-[(6-chloropyridin-3-yl)methyl]-4-oxo-3-phenyl-4H-pyrido[1,2-a]pyrimidin-1-ium-2-ol